10-phenylanthracene-9-carbonitrile C1(=CC=CC=C1)C1=C2C=CC=CC2=C(C2=CC=CC=C12)C#N